FC=1C=C(C=C(C1)F)[C@H]1[C@@H](CN(C1)CCOC)NC(=O)NC1=C(C(=NN1C1=CC=CC=C1)[C@@H]1C[C@H](C1)O)C 1-((3s,4r)-4-(3,5-difluorophenyl)-1-(2-methoxyethyl)pyrrolidin-3-yl)-3-(3-(trans-3-hydroxycyclobutyl)-4-methyl-1-phenyl-1H-pyrazol-5-yl)urea